1-((2R,5S)-4-(7-(3-amino-7-fluoro-5-methyl-1H-indazol-4-yl)-6-chloro-2-(3-(dimethylamino)azetidin-1-yl)-8-fluoroquinazolin-4-yl)-2,5-dimethylpiperazin-1-yl)prop-2-en-1-one NC1=NNC2=C(C=C(C(=C12)C1=C(C=C2C(=NC(=NC2=C1F)N1CC(C1)N(C)C)N1C[C@H](N(C[C@@H]1C)C(C=C)=O)C)Cl)C)F